C(C)N(C(=O)C1=C(OC2=C(N=CN=N2)N2CC3(CN(C3)C(CCCN(C(OC(C)(C)C)=O)C)C(C)C)CC2)C=CC(=C1)F)C(C)C tert-butyl (4-(6-(6-(2-(ethyl(isopropyl)carbamoyl)-4-fluorophenoxy)-1,2,4-triazin-5-yl)-2,6-diazaspiro[3.4]octan-2-yl)-5-methylhexyl)(methyl)carbamate